(E)-N-[1-(2-nitrophenyl)-1H-pyrrol-2-yl-allylideneamino]-guanidine acetate C(C)(=O)O.[N+](=O)([O-])C1=C(C=CC=C1)N1C(=CC=C1)C=CC=NN\C(=N\[H])\N